Methyl-2,3-dioxo-1-(4-phenyl-3,4-dihydro-2H-benzo[b][1,4]oxazin-6-yl)-1,2,3,4-tetrahydrothieno[2,3-b]pyrazine-7-carboxylate COC(=O)C1=CSC=2NC(C(N(C21)C2=CC1=C(OCCN1C1=CC=CC=C1)C=C2)=O)=O